C(C)(C)(C)OC(=O)N1CC(C1)C#CC1=CC=C(C=C1)OC(F)(F)F 3-((4-(trifluoromethoxy)phenyl)ethynyl)azetidine-1-carboxylic acid tert-butyl ester